(2,3-dibromopropyl)-phosphat BrC(COP(=O)([O-])[O-])CBr